COC=1C=C(C(C=O)=C(C1)OC)O 4,6-dimethoxysalicylaldehyde